tert-butyl (3-(5-(benzylthio)indoline-1-carbonyl)phenethyl)carbamate C(C1=CC=CC=C1)SC=1C=C2CCN(C2=CC1)C(=O)C=1C=C(CCNC(OC(C)(C)C)=O)C=CC1